C1(=CC=CC=C1)P(C1=CC=C(C=C1)B1OC(C(O1)(C)C)(C)C)(C1=CC=CC=C1)=O diphenyl-(4-(4,4,5,5-tetramethyl-1,3,2-dioxaborolan-2-yl)phenyl)phosphine oxide